((4-(1-cyclobutylvinyl)phenyl)ethynyl)trimethylsilane C1(CCC1)C(=C)C1=CC=C(C=C1)C#C[Si](C)(C)C